(2R,4R)-tert-butyl-2-((2-((4,4-difluorocyclohexyl) amino)-1-(5-fluoropyridin-3-yl)-2-oxoethyl) (3-methyl-1H-indol-6-yl)carbamoyl)-4-hydroxypyrrolidine-1-carboxylate C(C)(C)(C)OC(=O)N1[C@H](C[C@H](C1)O)C(N(C1=CC=C2C(=CNC2=C1)C)C(C(=O)NC1CCC(CC1)(F)F)C=1C=NC=C(C1)F)=O